OC1=C(C=NC(=C1)C(F)(F)F)C(=O)N 4-hydroxy-6-(trifluoromethyl)pyridine-3-carboxamide